(R)-3-(4-(2-hydroxy-2-methylpropyloxy)benzyl)-1-(4-fluorobenzyl)-1-((1-methylpyrrolidin-3-yl)methyl)urea OC(COC1=CC=C(CNC(N(C[C@H]2CN(CC2)C)CC2=CC=C(C=C2)F)=O)C=C1)(C)C